ClC1=C(C=C2C=C(N=CC2=C1)NC(C(=C)C=1C=NN(C1)C)=O)C1CCN(CC1)[C@]1(COC[C@H]1O)C (S)-N-(7-chloro-6-(1-((3S,4S)-4-hydroxy-3-methyltetrahydrofuran-3-yl)piperidin-4-yl)isoquinolin-3-yl)-2-(1-methyl-1H-pyrazol-4-yl)propenamide